OC=1C=C(C=CC1OC)/C=C/C(=O)C1=C(C=CC=C1)C(F)(F)F (E)-3-(3-Hydroxy-4-methoxyphenyl)-1-[2-(trifluoromethyl)phenyl]prop-2-en-1-one